C1(CC1)C(C1=NC=2N(C=C1)C=C(N2)[C@@H](NC(=O)C2=CN=NN2CCC(F)(F)F)C2CCC(CC2)(F)F)NC(CCC(F)(F)F)=O N-((1S)-(7-(Cyclopropyl(4,4,4-trifluorobutanamido)methyl)imidazo[1,2-a]pyrimidin-2-yl)(4,4-difluorocyclohexyl)methyl)-1-(3,3,3-trifluoropropyl)-1H-1,2,3-triazole-5-carboxamide